5-(4-(diethylamino)benzyl)-1,3-dimethylpyrimidine-2,4,6(1H,3H,5H)-trione C(C)N(C1=CC=C(CC2C(N(C(N(C2=O)C)=O)C)=O)C=C1)CC